4-chloro-2-(1H-imidazol-5-yl)-6-methylthieno[2,3-d]pyrimidine ClC=1C2=C(N=C(N1)C1=CN=CN1)SC(=C2)C